ClC1=CC=C(C(=N1)C(=O)O)N[C@H](C)C1=C2N=C(C(=NC2=CC(=C1)C)C#N)N1CCC(CCC1)(F)F (R)-6-chloro-3-((1-(2-cyano-3-(4,4-difluoroazepan-1-yl)-7-methylquinoxalin-5-yl)ethyl)amino)picolinic acid